C(C)O[P@](=O)(SCCN(C#N)CC(=O)OC)N[C@@H](C)C(=O)OC(C)C Isopropyl ((S)-ethoxy((2-(N-(2-methoxy-2-oxoethyl)cyanamido) ethyl) thio) phosphoryl)-L-alaninate